C(C)(C)(C)OC(N[C@@H](CC=C)C1=CC(=CC(=C1)F)Br)=O tertbutyl-N-[(1S)-1-(3-Bromo-5-fluorophenyl)but-3-en-1-yl]carbamate